6-[(3,3,3-trifluoropropyl)amino]pyrimidine-5-carbonitrile FC(CCNC1=C(C=NC=N1)C#N)(F)F